FC=1C=C(C=CC1)C(/C=C/C1=CC=C(N1C)/C=C/C(=O)O)=O (E)-3-(5-((E)-3-(3-fluorophenyl)-3-oxoprop-1-en-1-yl)-1-methyl-1H-pyrrol-2-yl)acrylic acid